(R)-6-(4-((7-ethyl-6-oxo-5,6-dihydro-1,5-naphthyridin-3-yl)methyl)piperazin-1-yl)-N-(tetrahydrofuran-3-yl)nicotinamide C(C)C=1C(NC=2C=C(C=NC2C1)CN1CCN(CC1)C1=NC=C(C(=O)N[C@H]2COCC2)C=C1)=O